C(=O)OC1=C(C=CC(=C1)C=1C=NNC1)C1=CN=C(N=N1)N1CC(N(CC1)C)C1COC1 2-{3-[4-methyl-3-(oxetan-3-yl)piperazin-1-yl]-1,2,4-triazin-6-yl}-5-(1H-pyrazol-4-yl)phenol formate